(6-bromopyridin-2-yl)(1-methylpiperidine) BrC1=CC=CC(=N1)C1N(CCCC1)C